FC1=C(C=CC(=C1)F)[C@H](CC)N (S)-1-(2,4-difluorophenyl)propan-1-amine